C12C3C4C5C=CC(C4CC3CC3(C4C6C7CCC(C6C(C31)C4)C7)C2)C5 nonacyclo[10.9.1.14,7.113,20.115,18.03,8.02,10.012,21.014,19]-5-pentacosene